FC1=C(C(=CC=C1)F)S(=O)(=O)NC1=NOC(=C1)C1=CC=CC=C1 2,6-difluoro-N-(5-phenylisoxazol-3-yl)benzenesulfonamide